BrC=1C=C(C=CC1)C(CC1=NN=CN1C)O 1-(3-bromophenyl)-2-(4-methyl-1,2,4-triazol-3-yl)ethanol